ClC=1C=NN2C1C(=CC(=C2)C=2N=NN(C2C)C2CCN(CC2)C2COC2)OC 3-Chloro-4-methoxy-6-[5-methyl-1-[1-(oxetan-3-yl)-4-piperidyl]triazol-4-yl]pyrazolo[1,5-a]pyridine